3-(((5-chloro-3-(cyclopropyl)-1-ethyl-1H-pyrazol-4-yl)methyl)thio)-5,5-dimethyl-4,5-dihydroisoxazole ClC1=C(C(=NN1CC)C1CC1)CSC1=NOC(C1)(C)C